1-((Benzyloxy)carbonyl)-2-methylazetidine-2-carboxylic acid C(C1=CC=CC=C1)OC(=O)N1C(CC1)(C(=O)O)C